FCCOC([C@@H](NC(=O)C1=NC(=C(C=C1)N1CCCC1)OCC1CC1)CC(C)C)=O N-[6-(cyclopropylmethoxy)-5-(pyrrolidin-1-yl)pyridine-2-carbonyl]-L-leucine 2-fluoroethyl ester